C[C@]1(CS(CC1)(=O)=O)NC(=O)C1CCC=2C=NNC2C1 N-((S)-3-methyl-1,1-dioxidotetrahydrothiophen-3-yl)-4,5,6,7-tetrahydro-1H-indazole-6-carboxamide